ONC(=O)C=1C=2CN(C(C2C=CC1)(C)C)C=1OC2=C(N1)CCC(C2)C(F)(F)F N-hydroxy-1,1-dimethyl-2-(6-(trifluoromethyl)-4,5,6,7-tetrahydrobenzo[d]oxazol-2-yl)isoindoline-4-carboxamide